tert-butyl (R,E)-1-((tert-butylsulfinyl)imino)-5-chloro-1,3-dihydrospiro[indene-2,4'-piperidine]-1'-carboxylate C(C)(C)(C)[S@@](=O)\N=C/1\C2=CC=C(C=C2CC12CCN(CC2)C(=O)OC(C)(C)C)Cl